cesium dodecylsulfonate C(CCCCCCCCCCC)S(=O)(=O)[O-].[Cs+]